C(CC(=O)O)(=O)O.CCC(CCCCC)C(C)(CCCCCC)[K] 2-(oct-3-yl)-2-octylpotassium malonate